O=C1NC(CCC1N1N=NC2=C(C1=O)C=C(C=C2)NCC(=O)N2CCC(CC2)(O)CC2N(CCNC2)C2=CC=C(C(=O)N)C=C2)=O 4-((1-((3-(2,6-dioxopiperidin-3-yl)-4-oxo-3,4-dihydrobenzo[d][1,2,3]triazin-6-yl)glycyl-4-hydroxypiperidin-4-yl)methyl)piperazin-1-yl)benzamide